C1(CC1)NCC1=NC(=CC2=C1N=C(N=C2)N[C@H]2[C@H](COC2)NC(C=C)=O)C2=C(C(=CC(=C2Cl)OC)OC)Cl N-((3R,4S)-4-((8-((cyclopropyl-amino)methyl)-6-(2,6-dichloro-3,5-dimeth-oxyphenyl)pyrido[3,4-d]pyrimidin-2-yl)amino)tetrahydrofuran-3-yl)acryl-amide